ClC1=C(C(=O)NC2=CC=CC(=C2)N)C=CC(=C1)N N-(2-chloro-4-aminobenzoyl)-2,4-diaminobenzene